ClC=1C=C(C=CC1)C=1C=CC=C2C=NC(=NC12)NC=1C=NC(=CC1)N1CCNCC1 8-(3-chlorophenyl)-N-(6-(piperazin-1-yl)pyridin-3-yl)quinazolin-2-amine